N[C@H](C=1N=C2N(N=CC(=C2)[C@H](N2C(NC(CC2)C(F)(F)F)=O)C2CC2)C1)C1CCC(CC1)(F)F 1-((R)-(2-((S)-Amino(4,4-difluorocyclohexyl)methyl)imidazo[1,2-b]pyridazin-7-yl)(cyclopropyl)methyl)-4-(trifluoromethyl)tetrahydropyrimidin-2(1H)-one